2,2-Difluoro-4-(4-methoxyphenyl)-N-phenylbutanamide FC(C(=O)NC1=CC=CC=C1)(CCC1=CC=C(C=C1)OC)F